Cl.N[C@H](C(=O)OCC1=CC(=NC(=C1)Cl)Cl)CC1=C(C=CC=C1)C(N)=O (2,6-Dichloropyridin-4-yl)methyl (S)-2-amino-3-(2-carbamoylphenyl)propanoate hydrochloride